methyl-4-chloro-2-(3-phenethylphenyl)-1H-pyrrolo[2,3-b]pyridine CN1C(=CC=2C1=NC=CC2Cl)C2=CC(=CC=C2)CCC2=CC=CC=C2